1-(2-(4-chloro-3-fluorophenoxy)acetamido)-3-oxo-N-((5-(trifluoromethyl)pyridin-2-yl)methyl)-2-azabicyclo[2.2.2]octane-4-carboxamide ClC1=C(C=C(OCC(=O)NC23NC(C(CC2)(CC3)C(=O)NCC3=NC=C(C=C3)C(F)(F)F)=O)C=C1)F